[N-maleimidopropionamido]-tetra-ethyleneglycol C1(C=CC(N1N(C(CC)=O)C(COCCOCCOCCO)O)=O)=O